BrC=1C=CC=2C(C3=C(C=CC=C3C2C1)C)C 3-bromo-9,8-dimethylfluorene